1-docosanoyl-2-(9Z-heptadecenoyl)-glycero-3-phospho-(1'-sn-glycerol) CCCCCCCCCCCCCCCCCCCCCC(=O)OC[C@H](COP(=O)(O)OC[C@H](CO)O)OC(=O)CCCCCCC/C=C\CCCCCCC